CC(C)(C)[O-].[Sn+4].CC(C)(C)[O-].CC(C)(C)[O-].CC(C)(C)[O-] tin (IV) tert-butoxide